trans-(9H-fluoren-9-yl)methyl ((4-acryloyl-6-(2-chloro-6-(6-(methylcarbamoyl)pyrimidin-4-yl)pyridin-4-yl) morpholin-2-yl)methyl)(methyl)carbamate C(C=C)(=O)N1C[C@H](O[C@@H](C1)C1=CC(=NC(=C1)C1=NC=NC(=C1)C(NC)=O)Cl)CN(C(OCC1C2=CC=CC=C2C=2C=CC=CC12)=O)C